CC1=CC=CC(=N1)C(=O)NC12CC3(CC(CC(C1)C3)C2)OC(=O)N2CCCCC2 Piperidine-1-carboxylic acid 3-[(6-methyl-pyridine-2-carbonyl)-amino]-adamantan-1-yl ester